5-amino-8-(2-chloro-6-methyl-4-pyridyl)-2-[(5-methoxy-2-pyridyl)methyl]-7-phenyl-[1,2,4]triazolo[4,3-c]pyrimidin-3-one NC1=NC(=C(C=2N1C(N(N2)CC2=NC=C(C=C2)OC)=O)C2=CC(=NC(=C2)C)Cl)C2=CC=CC=C2